NC1=CC2=C(OC=3C(=NC=CC3)O2)C=C1C(C)(C)O 2-(8-aminobenzo[5,6][1,4]dioxino[2,3-b]pyridin-7-yl)propan-2-ol